vinyldi(n-butyl)silane C(=C)[SiH](CCCC)CCCC